C(C)(C)(C)C=1C=C(C(=C(C1)C(C(=O)O)N1C[C@@H](CC1)OCCCCCC1=NC=2NCCCC2C(=C1)OC)OC)F 2-(5-(tert-butyl)-3-fluoro-2-methoxyphenyl)-2-((R)-3-((5-(4-methoxy-5,6,7,8-tetrahydro-1,8-naphthyridin-2-yl)pentyl)oxy)pyrrolidin-1-yl)acetic acid